tert-butyl (2S,5R)-4-(2-hydroxy-1-(5-(trifluoromethyl)pyridin-2-yl) ethyl)-2,5-dimethylpiperazine-1-carboxylate OCC(C1=NC=C(C=C1)C(F)(F)F)N1C[C@@H](N(C[C@H]1C)C(=O)OC(C)(C)C)C